FC(COC=1C=C(C=NC1)NS(=O)(=O)C)(C)F N-[5-(2,2-difluoropropoxy)-3-pyridinyl]methanesulfonamide